(1R,3aR,6aS)-2-((R)-2-fluoro-2-(3-fluorophenyl)propanoyl)-N-((R)-4-fluoro-3-oxo-1-((R)-2-oxopyrrolidin-3-yl)butan-2-yl)octahydrocyclopenta[c]pyrrole-1-carboxamide F[C@](C(=O)N1[C@H]([C@@H]2[C@H](C1)CCC2)C(=O)N[C@H](C[C@@H]2C(NCC2)=O)C(CF)=O)(C)C2=CC(=CC=C2)F